2-(3-((2-((2-(dimethylamino)ethyl)amino)pyrimidin-5-yl)oxy)pyrrolidin-1-yl)acetamide carbonate C(O)(O)=O.CN(CCNC1=NC=C(C=N1)OC1CN(CC1)CC(=O)N)C